CNCCC1=NC=CC=C1 N-methyl-2-(pyridin-2-yl)ethan-1-amine